tin ammonium phosphate P(=O)([O-])([O-])[O-].[NH4+].[Sn+2]